C(C)NC N-Ethyl-N-methylamine